N-(6-(5-chloro-6-fluoro-7-((3-hydroxy-3-methylazetidin-1-yl)methyl)-1H-indazol-4-yl)imidazo[1,2-a]pyrazin-2-yl)acetamide ClC=1C(=C2C=NNC2=C(C1F)CN1CC(C1)(C)O)C=1N=CC=2N(C1)C=C(N2)NC(C)=O